CP([O-])(=O)C.[Pt+2].CP([O-])(=O)C platinum dimethylphosphinate